2-ethyl-3-(4-hydroxybenzyl)-pyridin-4-one C(C)C1=NC=CC(C1CC1=CC=C(C=C1)O)=O